4-hexyldecyl 6-[2-[2-(2-aminoethoxy)ethoxy]ethyl-[6-(4-hexyldecoxy)-6-oxo-hexyl]amino]hexanoate NCCOCCOCCN(CCCCCC(=O)OCCCC(CCCCCC)CCCCCC)CCCCCC(=O)OCCCC(CCCCCC)CCCCCC